ClC1=NC=CC(=N1)C(C(=O)[O-])CCOC.[Li+] lithium 2-(2-chloropyrimidin-4-yl)-4-methoxybutyrate